OC1=C(C(=CC(=C1)C(F)(F)F)C)C1=CC2=C(N=N1)N(CC2)C21CC3(C[C@@H](C[C@H](C2)C3)C1)O (1s,3r,5R,7S)-3-(3-(2-hydroxy-6-methyl-4-(trifluoromethyl)phenyl)-5,6-dihydro-7H-pyrrolo[2,3-c]pyridazin-7-yl)adamantan-1-ol